(benzyloxy)-4,6-dichloropyrimidine C(C1=CC=CC=C1)OC1=NC(=CC(=N1)Cl)Cl